BrC=1C=C(C=C(C1)C(F)(F)F)[C@@H]1C([C@H]1C(=O)NC=1C=CC(=C(C(=O)NC=2C(=C(C(=CC2)F)N(C(OC(C)(C)C)=O)C(=O)OC(C)(C)C)F)C1)Cl)(Cl)Cl trans-tert-Butyl N-[3-[[5-[[3-[3-bromo-5-(trifluoromethyl)phenyl]-2,2-dichloro-cyclopropanecarbonyl]amino]-2-chloro-benzoyl]amino]-2,6-difluorophenyl]-N-tert-butoxycarbonyl-carbamate